ClC1=C(C=NC(=C1)OC)C(CC)=O 1-(4-chloro-6-methoxypyridin-3-yl)propan-1-one